COC=1C=C(SC1)S(=O)(=O)C1=NC=CC=C1 2-(4-methoxy-thiophenyl-sulfuryl)pyridine